CCCOCC[Si](OC)(OC)OC 3-propoxyethyltrimethoxysilane